N12C[C@@H](C(CC1)CC2)O |r| racemic-3-quinuclidinol